tert-butyl (R)-((4-(6-cyclopropyl-2-(4,4-difluoroazepan-1-yl)-4-methyl-5-(trifluoromethyl)nicotinamido)pyridin-2-yl)(methyl)(oxo)-λ6-sulfaneylidene)carbamate C1(CC1)C1=NC(=C(C(=O)NC2=CC(=NC=C2)[S@](=O)(C)=NC(OC(C)(C)C)=O)C(=C1C(F)(F)F)C)N1CCC(CCC1)(F)F